(5-chloro-2-fluorophenyl)methanone ClC=1C=CC(=C(C1)C=O)F